CS(=O)(=O)CCN 2-methanesulfonylethan-1-amine